OC1CCC(CC1)C=1C=C(C=CC1)C=1N=C(SC1)NC(CNC(OC(C)(C)C)=O)=O tert-butyl N-[2-[[4-[3-(4-hydroxycyclohexyl)phenyl]thiazol-2-yl]amino]-2-oxoethyl]carbamate